C(C#CCCCCCCC)OC(CCSCCC(C(=O)OC(CCCCCCCC)CCCCCCCC)C(NC1CCN(CC1)C)=O)=O heptadecan-9-yl 4-((3-(dec-2-yn-1-yloxy)-3-oxopropyl)thio)-2-((1-methylpiperidin-4-yl)carbamoyl)butanoate